CN(C1CCN(CC1)C=1C2=CN(N=C2C(=CC1)C(=O)NC=1C=C(C=2N(C1)C=C(N2)C)F)CC)C 4-[4-(dimethylamino)piperidin-1-yl]-2-ethyl-N-{8-fluoro-2-methylimidazo[1,2-a]pyridin-6-yl}indazole-7-carboxamide